(+/-)-N-(2,6-dimethylphenyl)-4-[2-hydroxy-3-(2-methoxyphenoxy)propyl]-1-piperazineacetamide CC1=C(C(=CC=C1)C)NC(CN1CCN(CC1)C[C@H](COC1=C(C=CC=C1)OC)O)=O |r|